ethyl (R)-2-acetoxy-3-(5-((tert-butyldimethylsilyl)oxy)-2-((2-(2-(2-(2-(2-methoxyethoxy)ethoxy)ethoxy)phenyl)pyrimidin-4-yl)methoxy)phenyl)propanoate C(C)(=O)O[C@@H](C(=O)OCC)CC1=C(C=CC(=C1)O[Si](C)(C)C(C)(C)C)OCC1=NC(=NC=C1)C1=C(C=CC=C1)OCCOCCOCCOC